CC=1C=C2N=C(C(=NC2=CC1)C1=CC=CC=C1)C1=CC=CC=C1 6-methyl-2,3-diphenylquinoxaline